2-(Difluoromethylsulfonyl)-5-(3,5-difluorophenyl)-6,7-dihydro-5H-pyrrolo[1,2-b][1,2,4]triazole FC(S(=O)(=O)C=1N=C2N(N1)C(CC2)C2=CC(=CC(=C2)F)F)F